3-(3-(Aminomethyl)-4-fluoropyridin-2-yl)piperidine-2,6-dione NCC=1C(=NC=CC1F)C1C(NC(CC1)=O)=O